O=C1N(CC=2C1=CC=C1C3(CNC21)CCNCC3)[C@@H]3C(NC(CC3)=O)=O (S)-3-(6'-oxo-1',2',6',8'-tetrahydro-7'H-spiro[piperidine-4,3'-pyrrolo[3,4-g]indol]-7'-yl)piperidine-2,6-dione